FC1=C(CNC(=O)C=2N=NN(C2)CCCCC=2N=NC(=CC2)NC(CC=2C=NC=CC2)=O)C=C(C=C1)OC(F)(F)F N-(2-fluoro-5-(trifluoromethoxy)benzyl)-1-(4-(6-(2-(pyridin-3-yl)acetamido)pyridazin-3-yl)butyl)-1H-1,2,3-triazole-4-carboxamide